5-(1-((2H-tetrazol-5-yl)methyl)piperidin-4-yl)-2-(2,6-dimethylpyridin-4-yl)-3-isopropyl-1H-indole N=1NN=NC1CN1CCC(CC1)C=1C=C2C(=C(NC2=CC1)C1=CC(=NC(=C1)C)C)C(C)C